NC1=CC=C(C=C1)C=1C(=C(C=CC1N)N)C1=CC=C(C=C1)N bis(4-aminophenyl)benzene-1,4-diamine